Cl.C(CCCCO)O Pentane-1,5-diol hydrochloride